N[C@H]1CN(CCC1)CCCC(=O)N1CCN(CC1)C=1C(=CC2=C(C(C=3NC4=CC(=CC=C4C3C2=O)C#N)(C)C)C1)CC 8-(4-{4-[(3R)-3-aminopiperidin-1-yl]butanoyl}piperazin-1-yl)-9-ethyl-6,6-dimethyl-11-oxo-5H,6H,11H-benzo[b]carbazole-3-carbonitrile